N=1C=NN2C1C=CC(=C2)C=2C=CN1N=C(N=C(C12)OC)NC1CC2CC2C1 5-([1,2,4]triazolo[1,5-a]pyridin-6-yl)-N-(bicyclo[3.1.0]hexan-3-yl)-4-methoxypyrrolo[2,1-f][1,2,4]triazin-2-amine